N-cyclopropyl-2-(4-(3-isopropyl-2-(2-methyl-1-oxo-2,5,6,7-tetrahydro-1H-cyclopenta[c]pyridin-4-yl)-1H-indol-5-yl)piperidin-1-yl)acetamide C1(CC1)NC(CN1CCC(CC1)C=1C=C2C(=C(NC2=CC1)C=1C2=C(C(N(C1)C)=O)CCC2)C(C)C)=O